propyl-N-tert-amylbenzothiazole-2-sulfenamide C(CC)C1=CC=CC2=C1N=C(S2)SNC(C)(C)CC